COC(=O)C1=NC2=CC=C(C=C2C(=C1)OC1CCCC1)Br 6-bromo-4-(cyclopentyloxy)quinoline-2-carboxylic acid methyl ester